OCCN[C@H]1CC(NC1=O)=O hydroxyethylaspartimide